ON1C(CCC1(C)C)(C)C 1-Oxyl-2,2,5,5-tetramethylpyrrolidin